neopentyl 2-(2-(4-(4-acetamidophenyl)-1-oxoisoindolin-2-yl)acrylamido)acrylate C(C)(=O)NC1=CC=C(C=C1)C1=C2CN(C(C2=CC=C1)=O)C(C(=O)NC(C(=O)OCC(C)(C)C)=C)=C